Methyl (2-(4-Ethylpiperazin-1-yl)Ethyl)Carbamat C(C)N1CCN(CC1)CCNC(OC)=O